2-chloro-5,6,7,8-tetrahydro-4H-thieno[3,2-c]azepin-4-one ClC1=CC=2C(NCCCC2S1)=O